2,6-di-t-butyl-4-methylphenoxydimethylaluminum C(C)(C)(C)C1=C(O[Al](C)C)C(=CC(=C1)C)C(C)(C)C